2-cyclohexyl-4-methoxypyridine-2,5-diamine C1(CCCCC1)C1(NC=C(C(=C1)OC)N)N